5-norbornyloxy-methyl-oxycarbonyl-7-oxo-bicyclo[2.2.1]Hept-2-ene C12(CCC(CC1)C2)OC2C1C=CC(C2)(C1=O)C(=O)OC